COC1=CC(=C(C=C1OC)C=1N=NN(N1)C1=CC=C(CCN2CC3=CC(=CC=C3CC2)N2C=NC=C2)C=C1)[N+](=O)[O-] 2-(4-(5-(4,5-Dimethoxy-2-nitrophenyl)-2H-tetrazol-2-yl)phenethyl)-7-(1H-imidazol-1-yl)-1,2,3,4-tetrahydroisoquinoline